[Ru].[Ru].[Ru].C1(C=CC=C1)[Co]C1C=CC=C1 bis(cyclopentadienyl)cobalt(II) triruthenium